3-(4-(5-chloro-3-fluoropyridin-2-yl)-1-(4-chlorobenzyl)-3,6-dioxopiperazin-2-yl)-N-methylazetidine-1-carboxamide ClC=1C=C(C(=NC1)N1C(C(N(C(C1)=O)CC1=CC=C(C=C1)Cl)C1CN(C1)C(=O)NC)=O)F